N-[3-(4,6-dimethylpyrimidin-5-yl)-4-(2-pyrrolidin-1-ylethoxy)phenyl]-2-(4-methyloxazol-5-yl)acetamide CC1=NC=NC(=C1C=1C=C(C=CC1OCCN1CCCC1)NC(CC1=C(N=CO1)C)=O)C